1-(6-(3-(4-Acetyl-2,2-dimethylpiperazin-1-yl)-4-(5,6-dimethyl-1H-indazol-4-yl)-5-methyl-1H-pyrazol-1-yl)-2-azaspiro[3.3]heptan-2-yl)prop-2-en-1-one C(C)(=O)N1CC(N(CC1)C1=NN(C(=C1C1=C2C=NNC2=CC(=C1C)C)C)C1CC2(CN(C2)C(C=C)=O)C1)(C)C